C[C@H](C(=O)NC)N1C(NC2=CC=C(C=C2C1=O)C(=O)C1=NC(=C2N1C=CC=C2)C=2C=C(C(=O)O)C=CC2)=O 3-[3-[[1,2,3,4-Tetrahydro-3-[(1R)-1-methyl-2-(methylamino)-2-oxoethyl]-2,4-dioxo-6-quinazolinyl]carbonyl]imidazo[1,5-a]pyridin-1-yl]benzoic acid